FC1(CCC(CC1)NC(=O)N1CC=2N(CC1)N=C(C2)N2C1CN(CC2CC1)C(=O)OCC1=CC=CC=C1)F benzyl 8-(5-((4,4-difluorocyclohexyl)carbamoyl)-4,5,6,7-tetrahydropyrazolo[1,5-a]pyrazin-2-yl)-3,8-diazabicyclo[3.2.1]octane-3-carboxylate